Isopentanic anhydride C(CC(C)C)(=O)OC(CC(C)C)=O